C(C)C1CC2=C(C3=CC=C(C=C3C(=C2CC1)O)C)OC(C=C)=O 2-ethyl-6-methyl-9-acryloyloxy-10-hydroxy-1,2,3,4-Tetrahydroanthracene